{3-([2-bromo-4-(perfluoropropan-2-yl)-6-(trifluoromethyl)phenyl]carbamoyl)-2-fluorophenyl}-N-(cyanomethyl)-6-fluoronicotinamide BrC1=C(C(=CC(=C1)C(C(F)(F)F)(C(F)(F)F)F)C(F)(F)F)NC(=O)C=1C(=C(C=CC1)C1=C(C(=O)NCC#N)C=CC(=N1)F)F